C(C)(C)(C)OC(=O)N1CCC(CC1)C1=CC=C(C=C1)C(=O)O 4-(4-carboxyphenyl)piperidine-1-carboxylic acid tert-butyl ester